4,4,6-Trimethyl-2-[1-(trifluoromethyl)ethenyl]-1,3,2-dioxaborinane CC1(OB(OC(C1)C)C(=C)C(F)(F)F)C